ClC=1C(=NC(=NC1)NC1=C(C=C(C=C1)C(=O)N1CCOCC1)OC)C1=NN(C=C1)COC (4-((5-chloro-4-(1-(methoxymethyl)-1H-pyrazolyl)pyrimidin-2-yl)amino)-3-methoxyphenyl)(morpholino)methanone